FC1=CC=C(C=C1)C1=CC=2C(=C(N=NC2NC2CNCCC2)C(=O)N)S1 2-(4-fluorophenyl)-4-(3-piperidinylamino)-thieno[2,3-d]pyridazine-7-carboxylic acid amide